glycerol-d OC(C(O)CO)[2H]